4-bromo-8-chloroimidazo[1,2-a][1,6]naphthyridine-2-carboxamide BrC=1C=2N(C3=CC(=NC=C3C1)Cl)C=C(N2)C(=O)N